2-ethyl-6-methoxy-1,4-naphthoquinone C(C)C=1C(C2=CC=C(C=C2C(C1)=O)OC)=O